6-(4-amino-4-phenylpiperidin-1-yl)-3-iodo-1H-pyrazolo[3,4-d]pyrimidine-4-carbonitrile NC1(CCN(CC1)C1=NC(=C2C(=N1)NN=C2I)C#N)C2=CC=CC=C2